ONC(CCCCCCCNC1=C(C=C(C=C1)S(=O)(=O)NC(C1=CC=CC=C1)=O)[N+](=O)[O-])=O N-(4-(8-(hydroxyamino)-8-oxooctylamino)-3-nitrobenzenesulfonyl)benzamide